(3,5-Dimethyl-2-(3-morpholinylpropoxy)benzyl)benzonitrile CC=1C(=C(CC2=C(C#N)C=CC=C2)C=C(C1)C)OCCCN1CCOCC1